6-{8-fluoro-2-methylimidazo[1,2-a]pyridin-6-yl}-3-[(trans)-4-hydroxypiperidin-3-yl]thieno[3,2-d]pyrimidin-4-one FC=1C=2N(C=C(C1)C1=CC=3N=CN(C(C3S1)=O)[C@@H]1CNCC[C@H]1O)C=C(N2)C